methylenenaphthalenesulfonic acid sodium salt [Na+].C=C1C(C2=CC=CC=C2C=C1)S(=O)(=O)[O-]